C(C=C)(=O)N[C@H](C(=O)N1C(C2C(C2C1)(C)C)C(=O)NC(CC1CC1)C(C(=O)NCC1=CC=CC=C1)=O)C(C)(C)C 3-((S)-2-Acrylamido-3,3-dimethylbutanoyl)-N-(4-(benzylamino)-1-cyclopropyl-3,4-dioxobutan-2-yl)-6,6-dimethyl-3-azabicyclo[3.1.0]hexane-2-carboxamide